rac-1-(3-(aminomethyl)phenyl)-N-(5-(3-cyclopropyl-1-hydroxy-1-(pyridin-3-yl)propyl)-2-fluorophenyl)-3-(trifluoromethyl)-1H-pyrazole-5-carboxamide NCC=1C=C(C=CC1)N1N=C(C=C1C(=O)NC1=C(C=CC(=C1)[C@](CCC1CC1)(C=1C=NC=CC1)O)F)C(F)(F)F |r|